NC=1C(=C(C=CC1)N1C(N=C(C2=CC=C(C=C12)Cl)N(C)C)=O)F 1-(3-Amino-2-fluorophenyl)-7-chloro-4-(dimethylamino)quinazolin-2(1H)-one